Gadolinium-copper [Cu].[Gd]